5-Propylsulfonylindole C(CC)S(=O)(=O)C=1C=C2C=CNC2=CC1